3-methyloxetan-3-yl (S)-2-methylene-4-oxo-4-((1-(4-(trifluoromethyl)phenyl) ethyl)amino)butanoate C=C(C(=O)OC1(COC1)C)CC(N[C@@H](C)C1=CC=C(C=C1)C(F)(F)F)=O